CN(C1=CC=C(C=N1)CNC1=NC=NC2=C(C=C(C=C12)C1=CC=C(C=C1)F)OC)C N-((6-(dimethylamino)pyridin-3-yl)methyl)-6-(4-fluorophenyl)-8-methoxyquinazolin-4-amine